CC1(C[C@H](C2=C(C=CC=C12)N)C)C |r| (R)- and (S)-1,1,3-trimethyl-4-aminoindane